5,10,15,20-Tetra(pyridin-4-yl)porphyrin N1=CC=C(C=C1)C=1C2=CC=C(N2)C(=C2C=CC(C(=C3C=CC(=C(C=4C=CC1N4)C4=CC=NC=C4)N3)C3=CC=NC=C3)=N2)C2=CC=NC=C2